1-[4-(difluoromethoxy)phenyl]-N-{2-fluoro-3-[6-oxo-4-(trifluoromethyl)-1,6-dihydropyrimidin-2-yl]-4-(Trifluoromethyl)benzyl}piperidine-4-carboxamide FC(OC1=CC=C(C=C1)N1CCC(CC1)C(=O)NCC1=C(C(=C(C=C1)C(F)(F)F)C=1NC(C=C(N1)C(F)(F)F)=O)F)F